1-Dodecyl-sodium C(CCCCCCCCCCC)[Na]